F[C@@](C=1C=C(C=CC1)N1C(C2=CC(=CC(=C2C1)C(F)(F)F)CNC1(CCC1)C)=O)(C1=NN=CN1C)C1(COC1)F (S)-2-(3-(fluoro(3-fluorooxetan-3-yl)(4-methyl-4H-1,2,4-triazol-3-yl)methyl)phenyl)-6-(((1-methylcyclobutyl)amino)methyl)-4-(trifluoromethyl)isoindolin-1-one